Methyl ethenesulfonate C(=C)S(=O)(=O)OC